tert-butyl 4-(6-(((trans-4-((5-fluoro-4-(3-(2-oxopyridin-1(2H)-yl)phenyl)pyrimidin-2-yl)amino)cyclohexyl)carbamoyl)oxy)-2-azaspiro[3.3]heptan-2-yl)piperidine-1-carboxylate FC=1C(=NC(=NC1)N[C@@H]1CC[C@H](CC1)NC(=O)OC1CC2(CN(C2)C2CCN(CC2)C(=O)OC(C)(C)C)C1)C1=CC(=CC=C1)N1C(C=CC=C1)=O